7-BROMO-5-CHLORO-2-METHYL-1,3-BENZOXAZOLE BrC1=CC(=CC=2N=C(OC21)C)Cl